C(CCCCCCCCCC)(=O)SCCNC(CCNC([C@@H](C(COP(OP(OC[C@@H]1[C@H]([C@H]([C@@H](O1)N1C=NC=2C(N)=NC=NC12)O)OP(=O)(O)O)(=O)O)(=O)O)(C)C)O)=O)=O undecanoyl-CoA